CS(=O)(=O)CCCCCCN=C=S 6-(methylsulfonyl)hexyl isothiocyanate